(R-R)-trans-2-aminocyclopentanecarboxylic acid N[C@H]1[C@@H](CCC1)C(=O)O